ClC1=NC2=C(C3=C(C=C2C(=C1C(C)C)C1=CC=C(C=C1)F)C(NN3C3OCCCC3)=O)F 7-chloro-9-fluoro-5-(4-fluorophenyl)-6-isopropyl-1-tetrahydropyran-2-yl-pyrazolo[4,3-g]quinolone